((6-methoxy-2-(2-methoxyimidazo[2,1-b][1,3,4]thiadiazol-6-yl)benzofuran-4-yl)methoxy)-N-methyl-N-(tetrahydro-2H-pyran-4-yl)-[1,1'-biphenyl]-4-carboxamide COC1=CC2=C(C=C(O2)C=2N=C3SC(=NN3C2)OC)C(=C1)COC1=C(C=CC(=C1)C(=O)N(C1CCOCC1)C)C1=CC=CC=C1